hexamethyleneiminomethyl-triethoxysilane N1(CCCCCC1)C[Si](OCC)(OCC)OCC